(2S,4R)-4-hydroxy-N-[[2-hydroxy-4-(4-methylthiazol-5-yl)phenyl]methyl]-1-[3-methyl-2-(3-prop-2-ynoxyisoxazol-5-yl)butanoyl]pyrrolidine-2-carboxamide O[C@@H]1C[C@H](N(C1)C(C(C(C)C)C1=CC(=NO1)OCC#C)=O)C(=O)NCC1=C(C=C(C=C1)C1=C(N=CS1)C)O